Cl.FC1=C2CNCC2=C(C(=C1F)F)F 4,5,6,7-tetrafluoroisoindoline hydrochloride